(S)-N-(1-(2-cyanopropan-2-yl)ethyl)-4-(4-methyl-6-((5-methyl-1H-pyrazol-3-yl)amino)pyrimidin-2-yl)piperazine-1-carboxamide C(#N)C(C)(C)[C@H](C)NC(=O)N1CCN(CC1)C1=NC(=CC(=N1)C)NC1=NNC(=C1)C